tert-butyl (S)-2-((7-methyl-2-(5-(methylcarbamoyl)thiophen-2-yl)imidazo[1,2-a]pyridin-3-yl)methyl)morpholine-4-carboxylate CC1=CC=2N(C=C1)C(=C(N2)C=2SC(=CC2)C(NC)=O)C[C@H]2CN(CCO2)C(=O)OC(C)(C)C